ClC1=C(C=CC(=C1)C(C)(C)O)C(C)(C)O 2-chloro-1,4-bis(α-hydroxyisopropyl)benzene